N'-acryloyl-3-(2-chloro-6-fluorophenyl)-6-oxo-5,6-dihydrophenanthridine-9-carbohydrazide C(C=C)(=O)NNC(=O)C1=CC=C2C(NC=3C=C(C=CC3C2=C1)C1=C(C=CC=C1F)Cl)=O